FC(C1=C(C=CC=C1)C1=CC=C2C(=N1)SC(=N2)NC(OC(C)(C)C)=O)(F)F tert-butyl (5-(2-(trifluoromethyl)phenyl)thiazolo[5,4-b]pyridin-2-yl)carbamate